O=C1NC2(CN1)CCNCC2 2-oxo-1,3,8-triazaspiro[4.5]decan